C(=O)(O)C1=C(OC(=C1C)CCC)CCC(=O)[O-] 3-carboxy-4-methyl-5-propyl-2-furanpropanoate